N-(2-methoxyethyl)-6-methyl-4-[(1-methylcyclopropyl)amino]furo[2,3-d]pyrimidine-5-carboxamide COCCNC(=O)C1=C(OC=2N=CN=C(C21)NC2(CC2)C)C